CC1(O[C@H]2[C@@H](O1)[C@@H](C[C@@H]2CO)N2C=CC1=C2N=CN=C1C)C ((3aR,4R,6R,6aS)-2,2-dimethyl-6-(4-methyl-7H-pyrrolo[2,3-d]pyrimidin-7-yl)tetrahydro-4H-cyclopenta[d][1,3]dioxol-4-yl)methanol